3-Methoxy-N'-(3,4-dimethoxybenzylidene)-2-naphthohydrazide COC=1C(=CC2=CC=CC=C2C1)C(=O)NN=CC1=CC(=C(C=C1)OC)OC